(4-(2-bromophenyl)thiazol-2-yl)-5-(4-(methylsulfonyl)piperazin-1-yl)picolinamide (2S,3R)-2-(3,4-dihydroxyphenyl)-5,7-dihydroxychroman-3-yl-3-hydroxy-4-(methylsulfonamido)benzoate OC=1C=C(C=CC1O)[C@@H]1OC2=CC(=CC(=C2C[C@H]1OC(C1=CC(=C(C=C1)NS(=O)(=O)C)O)=O)O)O.BrC1=C(C=CC=C1)C=1N=C(SC1)C=1C(=NC=C(C1)N1CCN(CC1)S(=O)(=O)C)C(=O)N